N[C@@H](C(C(C)C)([2H])[2H])C(=O)O leucine-3,3-d2